FC1=CC2=C(N=CCO2)C=C1 7-fluoro-2H-1,4-benzoxazine